C(C1=CC=CC=C1)OC=1C(=NC=CC1)C=1C=C(SC1)C(=O)NC1=CC(=CC(=C1)NS(=O)(=O)C)Cl 4-(3-(benzyloxy)pyridin-2-yl)-N-(3-chloro-5-(methylsulfonamido)phenyl)thiophene-2-carboxamide